C(C)OC(=O)C1=C(OC2=C1C=C(C=C2)O)C2=CC=C(C=C2)OC 5-hydroxy-2-(4-methoxyphenyl)benzofuran-3-carboxylic acid ethyl ester